C1(CC1)N1CC2=C(N=NC(=C2C=C1)C)N[C@H](C)C1=C(C(=CC=C1)C(F)F)F (R)-6-cyclopropyl-4-((1-(3-(difluoromethyl)-2-fluorophenyl)ethyl)amino)-1-methylpyrido[3,4-d]pyridazin